O1C(=CC=C1)C1=NC2=CC=CC=C2C(=N1)NCC(C(C)C)N1CCN(CC1)C 2-(furan-2-yl)-N-(3-methyl-2-(4-methylpiperazin-1-yl)butyl)quinazolin-4-amine